CC(C(=O)OCOC=1C(=NC=CC1OC)C(=O)N[C@@H]1C(O[C@H]([C@@H]([C@H](C(OC1)=O)CC1=CC=CC=C1)OC(C(C)C)=O)C)=O)C [[4-methoxy-2-[[[(3S,7R,8R,9S)-9-methyl-8-(2-methyl-1-oxopropoxy)-2,6-dioxo-7-(phenylmethyl)-1,5-dioxonan-3-yl]amino]carbonyl]-3-pyridinyl]oxy]methyl 2-methyl-propanoate